Benzyl ((S)-3-(4-fluorophenyl)-1-(((S)-1-(((S)-1-hydroxy-3-((S)-2-oxopiperidin-3-yl)propan-2-yl)amino)-4-methyl-1-oxopentan-2-yl)amino)-1-oxopropan-2-yl)carbamate FC1=CC=C(C=C1)C[C@@H](C(=O)N[C@H](C(=O)N[C@H](CO)C[C@H]1C(NCCC1)=O)CC(C)C)NC(OCC1=CC=CC=C1)=O